CN1C(C=NC=C1B1OC(C(O1)(C)C)(C)C)=O 1-methyl-6-(4,4,5,5-tetramethyl-1,3,2-dioxaborolan-2-yl)pyrazin-2-one